ethyl 7-amino-6-(5-methyl-1-(tetrahydro-2H-pyran-2-yl)-1H-indazol-4-yl)-2-(1-methyl-1H-pyrazol-4-yl)-5-oxo-5,6-dihydro-1,6-naphthyridine-8-carboxylate NC=1N(C(C=2C=CC(=NC2C1C(=O)OCC)C=1C=NN(C1)C)=O)C1=C2C=NN(C2=CC=C1C)C1OCCCC1